methyl 2-chloro-4-[4-[2-(2,6-dioxopiperidin-3-yl)-1,3-dioxoisoindol-5-yl]piperazine-1-carbonyl]benzoate ClC1=C(C(=O)OC)C=CC(=C1)C(=O)N1CCN(CC1)C=1C=C2C(N(C(C2=CC1)=O)C1C(NC(CC1)=O)=O)=O